C1(CC1)C1=C(C=C(C=C1)[C@@H](NC(=O)C1CN(C[C@@H]1F)C(CC1=NOC(N1)=O)=O)C1=CC=CC=C1)F (2S,4R)-N-[(S)-(4-cyclopropyl-3-fluorophenyl)(phenyl)methyl]-4-fluoro-1-[2-(5-oxo-4,5-dihydro-1,2,4-oxadiazol-3-yl)acetyl]pyrrolidine-3-carboxamide